FC(C=1C(=C(C=CC1)[C@@H](C)NC=1C2=C(N=CN1)N(C(C(=C2)C2CCS(CC2)(=O)=N)=O)C)F)F 4-[[(1R)-1-[3-(difluoromethyl)-2-fluoro-phenyl]ethyl]amino]-6-(1-imino-1-oxo-thian-4-yl)-8-methyl-pyrido[2,3-d]pyrimidin-7-one